C(C)(C)(C)OC(=O)N1CCC12CNCCC2 1,6-diazaspiro[3.5]nonane-1-carboxylic acid tert-butyl Ester